4-(5-ethynyl-2-nitrophenoxy)-1-methylpiperidine C(#C)C=1C=CC(=C(OC2CCN(CC2)C)C1)[N+](=O)[O-]